methyl 2-(5-(((3E)-6-((2-((tert-butoxycarbonyl)imino)-3-methyl-2,3-dihydro-1H-imidazol-1-yl)methyl)-8-(4-fluoro-2-methylphenyl)-4-oxochroman-3-ylidene)methyl)-2-fluorophenoxy)acetate C(C)(C)(C)OC(=O)N=C1N(C=CN1C)CC=1C=C2C(\C(\COC2=C(C1)C1=C(C=C(C=C1)F)C)=C\C=1C=CC(=C(OCC(=O)OC)C1)F)=O